[Cu].[Ba].[Ho] holmium-barium-copper